BrC=1C=C(C(=NC1C)C1=NC=CC=C1)C(=O)OC methyl 5-bromo-6-methyl-[2,2'-bipyridine]-3-carboxylate